5-nitro-4-(((tetrahydro-2H-pyran-4-yl)methyl)amino)benzenesulfonamide [N+](=O)([O-])C=1C(=CC=C(C1)S(=O)(=O)N)NCC1CCOCC1